ClC1=C2CCNC(C2=CC(=C1OS(=O)(=O)C(F)(F)F)Cl)=O trifluoromethanesulfonic acid 5,7-dichloro-1-oxo-1,2,3,4-tetrahydroisoquinolin-6-yl ester